tert-butyl (4-(6-fluoroquinolin-2-yl)-2-methylphenyl)carbamate FC=1C=C2C=CC(=NC2=CC1)C1=CC(=C(C=C1)NC(OC(C)(C)C)=O)C